3,5-difluoro-4-((8-methoxy-2-oxo-2H-[1,3]oxazino[5,4-c]quinolin-1(4H)-yl)methyl)benzenesulfonamide Benzyl-4-(4-(2-cyanophenyl)piperazin-1-yl)-3-(piperidin-1-yl)butanoate C(C1=CC=CC=C1)OC(CC(CN1CCN(CC1)C1=C(C=CC=C1)C#N)N1CCCCC1)=O.FC=1C=C(C=C(C1CN1C(OCC=2C=NC=3C=C(C=CC3C21)OC)=O)F)S(=O)(=O)N